4-(2-acrylooxyethoxy)phenylfluorene C(C=C)(=O)OCCOC1=CC=C(C=C1)C1=CC=CC=2C3=CC=CC=C3CC12